BrC=1C=CC(=C(C1)SC1=CC(C=2C3=C(N=C(C2C1=O)CC)N(C(N(C3=O)C)=O)C)=O)OC 8-((5-bromo-2-methoxyphenyl)thio)-6-ethyl-2,4-dimethylpyrimido[4,5-c]isoquinoline-1,3,7,10(2H,4H)-tetraone